C(#N)C1=CC(=C(OCC2=C(C=CC(=N2)[C@H]2CN(CC2)CC2=NC3=C(N2C[C@H]2OCC2)C=C(C=C3F)C(=O)O)F)C=C1)F 2-{[(3R)-3-{6-[(4-cyano-2-fluorophenoxy)methyl]-5-fluoropyridin-2-yl}pyrrolidin-1-yl]methyl}-4-fluoro-1-{[(2S)-oxetan-2-yl]methyl}-1H-1,3-benzodiazole-6-carboxylic acid